OC(C)(C)C1=CC(=C(C(=C1)C)C=1C=C(SC1)C1=C(CCC(C1)(C)C)CN1CCN(CC1)C1=CC=C(C(=O)N)C=C1)C 4-(4-((2-(4-(4-(2-hydroxypropan-2-yl)-2,6-dimethylphenyl)thiophen-2-yl)-4,4-dimethylcyclohex-1-en-1-yl)methyl)piperazin-1-yl)benzamide